NC1CCC(CC1)(O)C(COC)(F)F 4-amino-1-(1,1-difluoro-2-methoxyethyl)cyclohexan-1-ol